[[4-amino-5-(4-methoxybenzoyl)thiazol-2-yl]-[6-(trifluoromethoxy)-3-pyridyl]amino]propanamide NC=1N=C(SC1C(C1=CC=C(C=C1)OC)=O)N(C=1C=NC(=CC1)OC(F)(F)F)C(C(=O)N)C